methyl R-mandelate C([C@H](O)C1=CC=CC=C1)(=O)OC